N-[1-[6-(5-cyclopropyl-4H-1,2,4-triazol-3-yl)-2-azaspiro[3.3]heptane-2-carbonyl]azetidin-3-yl]-3-(trifluoromethyl)benzenesulfonamide C1(CC1)C=1NC(=NN1)C1CC2(CN(C2)C(=O)N2CC(C2)NS(=O)(=O)C2=CC(=CC=C2)C(F)(F)F)C1